[Pd+2].CS(=O)(=O)O methanesulfonic acid palladium (ii)